O=C1NC(CCC1C=1C(=NC2=CC(=CC=C2C1)OC(C(=O)O)C)C)=O 2-((3-(2,6-dioxopiperidin-3-yl)-2-methylquinolin-7-yl)oxy)propanoic acid